COC1=CC=C(C(=N1)C)S(=O)(=O)N1CC2(C1)OCC(C2)N2CCC(CC2)C 2-((6-methoxy-2-methylpyridin-3-yl)sulfonyl)-7-(4-methylpiperidin-1-yl)-5-oxa-2-azaspiro[3.4]octane